OC(COCCNC(=O)C1=CC2=C(N=CN2)C=C1)C benzoimidazole-5-carboxylic acid [2-(2-hydroxy-propoxy)-ethyl]-amide